C(C)(C)(C)OC(N[C@H](CC(C)C)C(N(C)OC)=O)=O.N1(N=CC=C1)CCNC(=O)C1=NOC(=C1)C=1OC(=CC1)C N-(2-(1H-pyrazol-1-yl)ethyl)-5-(5-methylfuran-2-yl)isoxazole-3-carboxamide tert-butyl-N-[(1R)-1-[methoxy(methyl)carbamoyl]-3-methyl-butyl]carbamate